ClC1=NC=CC(=C1)C1=C(N=C2N1N=C(C=1N(CCOC21)C)NCC2CCNCC2)C [3-(2-Chloro-pyridin-4-yl)-2,6-dimethyl-7,8-dihydro-6H-9-oxa-1,3a,4,6-tetraaza-cyclopenta[a]naphthalen-5-yl]-piperidin-4-ylmethyl-amine